4-methyl-6-(9-methyl-9H-fluoren-9-yl)phenol CC1=CC=C(C(=C1)C1(C2=CC=CC=C2C=2C=CC=CC12)C)O